2H,3H-furo[2,3-c]pyridin O1CCC=2C1=CN=CC2